2-isopropyl-5-methyl-N-(2-(pyridin-2-yl)ethyl)cyclohexane-1-carboxamide C(C)(C)C1C(CC(CC1)C)C(=O)NCCC1=NC=CC=C1